FC(C=1C(=C2C(=NC1N1CC3(CN(C3)C(C=C)=O)CC1)CC(OC2)(C)C)C=2C(=CC=C1C=NN(C21)C)C)F 1-(6-(3-(difluoromethyl)-4-(1,6-dimethyl-1H-indazol-7-yl)-7,7-dimethyl-7,8-dihydro-5H-pyrano[4,3-b]pyridin-2-yl)-2,6-diazaspiro[3.4]octan-2-yl)-2-propen-1-one